C(C)(C)(C)N(C(O)=O)CC#CC1=CNC(C2=CC=3C=CN=C(C3C=C21)OC[C@H]2NC(CC2)=O)=O.BrC=2C=C(C=NC2)OCCN2CCOCC2 4-(2-((5-Bromopyridin-3-yl)oxy)ethyl)morpholine tert-butyl-(S)-(3-(1-oxo-6-((5-oxopyrrolidin-2-yl)methoxy)-1,2-dihydropyrido[3,4-g]isoquinolin-4-yl)prop-2-yn-1-yl)carbamate